(S)-N,4-dimethyl-N-(pyrrolidin-3-yl)quinolin-3-amine hydrochloride Cl.CN(C=1C=NC2=CC=CC=C2C1C)[C@@H]1CNCC1